O[C@@]1(C(N(CC1)C)=O)C1=CC(=NO1)C=1C=C(C=C(C1)C)C1=CC=CC(=N1)C(=O)N (R)-6-(3-(5-(3-hydroxy-1-methyl-2-oxopyrrolidin-3-yl)isoxazol-3-yl)-5-methylphenyl)picolinamide